N-BOC-3,4-epoxypiperidine carbamoyl-(2r)-2,5-Diaminopentanoate (carbamoyl-(2r)-2,5-diaminovalerate) C(N)(=O)[C@@](C(=O)O)(CCCN)N.C(N)(=O)OC([C@@H](CCCN)N)=O.C(=O)(OC(C)(C)C)N1CC2C(CC1)O2